4-(4-fluoro-1-((6-methylpyridazin-3-yl)methyl)-benzoimidazol-2-yl)-1,2,5-oxadiazol-3-amine FC1=CC=CC=2N(C(=NC21)C=2C(=NON2)N)CC=2N=NC(=CC2)C